N-(4-cyano-2-fluorophenyl)-6-oxo-5-propyl-1-tosyl-1,4,5,6-tetrahydropyrrolo[3,4-b]pyrrole-3-sulfonamide C(#N)C1=CC(=C(C=C1)NS(=O)(=O)C=1C2=C(N(C1)S(=O)(=O)C1=CC=C(C)C=C1)C(N(C2)CCC)=O)F